2-(2'-hydroxy-5'-acryloylpropyl-3'-tert-butyl-phenyl)-5-methoxy-2H-benzotriazole OC1=C(C=C(C=C1C(C)(C)C)CCCC(C=C)=O)N1N=C2C(=N1)C=CC(=C2)OC